COC1=CC=C(CN(C2=CC(=C(C(=N2)C2=C(C=C3C(NC(=NC3=C2F)Cl)=O)Cl)C(F)(F)F)C)CC2=CC=C(C=C2)OC)C=C1 (S)-7-(6-(bis(4-methoxybenzyl)amino)-4-methyl-3-(trifluoromethyl)pyridin-2-yl)-2,6-dichloro-8-fluoroquinazolin-4(3H)-one